N-[(3S)-9-Fluoro-2-oxo-5-phenyl-1,3-dihydro-1,4-benzodiazepin-3-yl]-2-(2-fluorophenyl)-5,5-dimethyl-7,8-dihydro-6H-pyrazolo[5,1-b][1,3]oxazepine-3-carboxamide FC1=CC=CC=2C(=N[C@@H](C(NC21)=O)NC(=O)C=2C(=NN1C2OC(CCC1)(C)C)C1=C(C=CC=C1)F)C1=CC=CC=C1